3-amino-6-chloro-4-cyclopropyl-pyridineamide NC=1C(=NC(=CC1C1CC1)Cl)C(=O)N